3,5-dichloro-4-[[3-(3,4-difluorophenyl)-4-methoxy-phenyl]methyl]phenol ClC=1C=C(C=C(C1CC1=CC(=C(C=C1)OC)C1=CC(=C(C=C1)F)F)Cl)O